Cl.NC1CCC(CC1)NC(=O)C=1C(=CC(=NC1)C1=CC=C2N1N=CC(=C2)C#N)NC2CC(C2)CNC(OC)=O methyl (((1R,3r)-3-((5-(((1r,4R)-4-aminocyclohexyl)carbamoyl)-2-(3-cyanopyrrolo[1,2-b]pyridazin-7-yl)pyridin-4-yl)amino)cyclobutyl)methyl)carbamate hydrochloride